[1,4]benzodiazepine-8-carbaldehyde N=1C=CN=CC=2C1CC(=CC2)C=O